ClP1(=NP(=NP(=N1)(F)Cl)(F)Cl)F 2,4,6-trichloro-2,4,6-trifluoro-1,3,5-triaza-2λ5,4λ5,6λ5-triphosphacyclohexa-1,3,5-trien